tetrahydroimidazo[4,5-d]Imidazole N1CNC2C1=NC=N2